FC(C=1C=C(N)C=CC1)F 3-(difluoromethyl)aniline